2-METHYL-1,3-THIAZOLIDINE-4-CARBOXYLIC ACID CC1SCC(N1)C(=O)O